ClC1=NC=C(C=C1NS(=O)(=O)C)C=1C=C2C(=C(C=NC2=CC1)C#N)Cl N-[2-chloro-5-(4-chloro-3-cyano-6-quinolinyl)-3-pyridinyl]methanesulfonamide